O=C1N(C(CC1)=O)C1=CC(=C(C(=C1)F)C=1N=C2N(C=CC(=C2)C)C1C[C@H]1CN(CCO1)C(=O)OC)F methyl (S)-2-((2-(4-(2,5-dioxopyrrolidin-1-yl)-2,6-difluorophenyl)-7-methylimidazo[1,2-a]pyridin-3-yl)methyl)morpholine-4-carboxylate